1-Cyclopentyl-3-(7-(((2-methoxypyridin-3-yl)methyl)amino)quinazolin-2-yl)urea C1(CCCC1)NC(=O)NC1=NC2=CC(=CC=C2C=N1)NCC=1C(=NC=CC1)OC